1-butyl-3-(4-methoxyphenyl)-2-(3-(4-methoxyphenyl)furan-2-yl)-1H-pyrrole C(CCC)N1C(=C(C=C1)C1=CC=C(C=C1)OC)C=1OC=CC1C1=CC=C(C=C1)OC